Cl.NC(C(F)(F)F)C 2-amino-1,1,1-trifluoropropane hydrochloride